FC(OC1=CC(=C(C(=C1)C(C)C)NC(=O)N=[S@@](=O)(N)C1=CN=C(S1)C(C)(C)O)C(C)C)F (S)-N'-(4-(difluoromethoxy)-2,6-diisopropylphenyl-carbamoyl)-2-(2-hydroxypropan-2-yl)thiazole-5-sulfonimidamide